methyl (1S,2S)-2-(4,4,5,5-tetramethyl-1,3,2-dioxaborolan-2-yl)cyclopropane-1-carboxylate CC1(OB(OC1(C)C)[C@@H]1[C@H](C1)C(=O)OC)C